3,3-dimethylCyclohex-5-en-1-one CC1(CC(C=CC1)=O)C